ClC1=C(C=C(C=C1)N1C(CCCC12CCN(CC2)C2=NC=NC(=N2)N2CCCC2)=O)F 1-(4-chloro-3-fluorophenyl)-9-(4-(pyrrolidin-1-yl)-1,3,5-triazin-2-yl)-1,9-diazaspiro[5.5]undecan-2-one